BrN1C(N(C(NC1=O)=O)Br)=O 1,3-dibromo-1,3,5-triazin-2,4,6-trione